BrC=1C=C(C=CC1)NC=1N=CC2=C(N1)N(C(C=C2)=O)CCC2CN(C2)C(=O)OC(C)(C)C tert-butyl 3-(2-(2-((3-bromophenyl)amino)-7-oxopyrido[2,3-d]pyrimidin-8(7H)-yl)ethyl)azetidine-1-carboxylate